O=C1NC(CCC1N1C(C(=CC1=O)NC=1C=C(C=CC1)S(=O)(=O)NCCC1=CC(=CC=C1)C(F)(F)F)=O)=O 3-((1-(2,6-dioxopiperidin-3-yl)-2,5-dioxo-2,5-dihydro-1H-pyrrol-3-yl)amino)-N-(3-(tri-fluoromethyl)phenethyl)benzenesulfonamide